(2s,3s)-butanediol C(CCC)(O)O